2,6-diphenyl-8-(o-tolyl)imidazo[1,2-a]pyridine C1(=CC=CC=C1)C=1N=C2N(C=C(C=C2C2=C(C=CC=C2)C)C2=CC=CC=C2)C1